[N+](=O)([O-])C1=CC=C(C(=O)O[C@H](C)C2CCCC2)C=C1 (R)-1-cyclopentylethyl 4-nitrobenzoate